3-hydroxy-2,2-dimethyl-1-((5S,7S)-7-fluoro-5-phenyl-6,7-dihydro-5H-pyrrolo[1,2-b][1,2,4]triazol-2-yl)propan-1-one OCC(C(=O)C=1N=C2N(N1)[C@@H](C[C@@H]2F)C2=CC=CC=C2)(C)C